(4-chloro-2-hydroxyphenyl)-2-fluoro-4-(methylthio)benzamide ClC1=CC(=C(C=C1)C=1C(=C(C(=O)N)C=CC1SC)F)O